1-(2-{[1-(4-fluorophenyl)-4-methyl-1H-1,2,3-triazol-5-yl]methoxy}-5H,6H,7H-pyrrolo[3,4-b]pyridin-6-yl)-3-methylbutan-1-one FC1=CC=C(C=C1)N1N=NC(=C1COC1=CC=C2C(=N1)CN(C2)C(CC(C)C)=O)C